N[C@@H]1CN(CC1)C1=NC(=NC2=CC=C(C=C12)C)N1CCS(C2=C(C1)C=CC=C2)(=NCC2OCC2)=O 4-(((S)-3-aminopyrrolidin-1-yl)-6-methylquinazolin-2-yl)-1-((oxetane-2-ylmethyl)imino)-2,3,4,5-tetrahydro-benzo[f][1,4]thiazepine 1-Oxide